CC1=NC=CC(=C1)C#CC=1C=NC=CC1SC(C(=O)O)(C)C 2-((3-(2-methyl-pyridin-4-ylethynyl)pyridin-4-yl)mercapto)-2-methylpropanoic acid